BrC=1C=NC=2CCN(CC2C1)C1=NC=2N(C=C1C)C(NN2)=O 7-(3-bromo-7,8-dihydro-1,6-naphthyridin-6(5H)-yl)-6-methyl-[1,2,4]triazolo[4,3-a]pyrimidin-3(2H)-one